(2S,3S)-ethyl 3-((2-bromo-6-(5-methylthiophen-2-yl)pyrimidin-4-yl)amino)bicyclo[2.2.2]octane-2-carboxylate BrC1=NC(=CC(=N1)N[C@@H]1[C@H](C2CCC1CC2)C(=O)OCC)C=2SC(=CC2)C